O-(2-(tert-butylamino)-2-oxoethyl)-N-trityl-L-serine C(C)(C)(C)NC(COC[C@H](NC(C1=CC=CC=C1)(C1=CC=CC=C1)C1=CC=CC=C1)C(=O)O)=O